F[C@H]1CC(N(C1)C=1N=C(N2C1[C@H](N(CC2)C(C2=CC=C(C=C2)F)=O)C)C2=NC(=NS2)C)=O (S)-4-fluoro-1-[(R)-7-(4-fluorobenzoyl)-8-methyl-3-(3-methyl-1,2,4-thiadiazole-5-yl)-5,6,7,8-tetrahydroimidazo[1,5-a]pyrazin-1-yl]pyrrolidin-2-one